FC=1C=2N(C=C(C1OC(C)C)C(=O)OC)C=C(N2)C21COC(CC2)(C1)C methyl 8-fluoro-7-isopropoxy-2-(1-methyl-2-oxabicyclo[2.2.1]heptan-4-yl)imidazo[1,2-a]pyridine-6-carboxylate